1-(trans-4-((4-(1-(difluoro-methyl)-1H-pyrazol-3-yl)-5-(trifluoromethyl)pyrimidin-2-yl)amino)cyclohexyl)-1-(5-(2-methoxypyrimidin-5-yl)pyridin-2-yl)-3-propylurea FC(N1N=C(C=C1)C1=NC(=NC=C1C(F)(F)F)N[C@@H]1CC[C@H](CC1)N(C(=O)NCCC)C1=NC=C(C=C1)C=1C=NC(=NC1)OC)F